oxazol-5-ylmethyl (S)-(4-(1-(methylsulfonyl)piperidin-3-yl)phenyl)carbamate CS(=O)(=O)N1C[C@@H](CCC1)C1=CC=C(C=C1)NC(OCC1=CN=CO1)=O